ClC1=CC(=C(NC=2C(=C(C=NC2)\C=N\NS(=O)(=O)C2=CC=C(C=C2)C)C)C=C1)F N-[(E)-[5-(4-chloro-2-fluoro-anilino)-4-methyl-3-pyridinyl]methyleneamino]-4-methyl-benzenesulfonamide